pentafluorophenyl 1-hydroxy-4-(trifluoromethyl)-1,3-dihydrobenzo[c][1,2]oxaborole-6-carboxylate OB1OCC2=C1C=C(C=C2C(F)(F)F)C(=O)OC2=C(C(=C(C(=C2F)F)F)F)F